C(#N)C1=CC=CC(=C1)C=1C(=NC(=CC1)C1=CC=CC=C1)C1=CC=CC=C1 4-cyano-6-(2,6-diphenylpyridin-3-yl)benzene